6-bromo-1-(4-methoxybenzyl)-3,4-dihydro-1H-benzo[c][1,2]thiazine 2,2-dioxide BrC1=CC2=C(N(S(CC2)(=O)=O)CC2=CC=C(C=C2)OC)C=C1